acryloxyethoxy-4'-bromobenzophenone C(C=C)(=O)OCCOC1=C(C(=O)C2=CC=C(C=C2)Br)C=CC=C1